C(C)(C)(C)OC(=O)N1CCN(CC1)C(CC1=C(NC2=CC=C(C=C12)Cl)C(=O)O)=O 3-(2-(4-(tert-butoxycarbonyl)piperazin-1-yl)-2-oxoethyl)-5-chloro-1H-indole-2-carboxylic acid